(R)-1,2,3,4-tetrahydronaphthalene-1-carbonyl chloride [C@H]1(CCCC2=CC=CC=C12)C(=O)Cl